CC(C(=O)N)C=C METHYL-VINYL-ACETAMIDE